C[C@H]1NCCC[C@H]1NC(OC(C)(C)C)=O tert-butyl ((2R,3R)-2-methylpiperidin-3-yl)carbamate